methyl 3-amino-2-(3-methoxyphenyl)propanoate NCC(C(=O)OC)C1=CC(=CC=C1)OC